FC1(CC(C1)[C@H]1[C@@H](C1)C=1C=2N(N=C(C1)C=1C(NC(NC1)=O)=O)C=CN2)F 5-(8-((1R,2S)-2-(3,3-difluorocyclobutyl)cyclopropyl)imidazo[1,2-b]pyridazin-6-yl)pyrimidine-2,4(1H,3H)-dione